(E)-4-(5-(N-(1-methylcyclopropyl)sulfamoyl)-1,3-dioxoisoindolin-2-yl)but-2-enoic acid CC1(CC1)NS(=O)(=O)C=1C=C2C(N(C(C2=CC1)=O)C/C=C/C(=O)O)=O